(±)-trans-N-[8-chloro-6-(2-oxo-1,3-benzoxazol-3-yl)-3-isoquinolyl]-2-cyano-cyclopropanecarboxamide ClC=1C=C(C=C2C=C(N=CC12)NC(=O)[C@H]1[C@@H](C1)C#N)N1C(OC2=C1C=CC=C2)=O |r|